C(CC=CCC#N)#N Hex-3-enedinitril